ClC1=C(C(=CC=C1)F)CC(=O)NC=1C=C(N=NC1)N(C(C)=O)C1=CC=C(C=C1)F N-{5-[2-(2-chloro-6-fluorophenyl)acetamido]pyridazin-3-yl}-N-(4-fluorophenyl)acetamide